C(=O)(O)N1C=CC2=CC=CC=C12 N-carboxyindole